(3-(2-(2,6-dioxopiperidin-3-yl)-1-oxoisoindolin-4-yl)benzyl)picolinamide O=C1NC(CCC1N1C(C2=CC=CC(=C2C1)C=1C=C(CC=2C(=NC=CC2)C(=O)N)C=CC1)=O)=O